NCC1=CC(=C(C=C1)NC(=O)C1=CC2=C(OCCC3=C2SC=C3)C=C1C=1C(=NC(=CC1)C(NCCC)=O)C(=O)O)C(NC([2H])([2H])[2H])=O 3-(9-((4-(aminomethyl)-2-((methyl-d3)carbamoyl)phenyl)carbamoyl)-4,5-dihydrobenzo[b]thieno[2,3-d]oxepin-8-yl)-6-(propylcarbamoyl)picolinic acid